2-(2,2-dimethyl-4-oxo-4H-1,3-dioxin-6-yl)acetic acid CC1(OC(=CC(O1)=O)CC(=O)O)C